N1=C(C=C(C=C1)C(=O)O)C1=NC=CC(=C1)C(=O)O.[Mn] manganese 2,2'-bipyridine-4,4'-dicarboxylic acid